4-(1-methyl-2-pyrrolidinyl)-3-oxobutanoic acid CN1C(CCC1)CC(CC(=O)O)=O